C1=C(C(=O)NC(=O)N1)C=O The molecule is a pyrimidone resulting from the formal oxidation of the alcoholic hydroxy group of 5-hydroxymethyluracil to the corresponding aldehyde. It is a major one-electron photooxidation product of thymine in oligodeoxynucleotides. It has a role as a human metabolite and a mutagen. It is a pyrimidone, an aldehyde and a nucleobase analogue. It derives from a 5-hydroxymethyluracil and a thymine.